C(C)OC1=CC=C2C=C(C(=C(C2=C1)F)N1CC(NS1(=O)=O)=O)O 5-(7-ethoxy-1-fluoro-3-hydroxynaphthalen-2-yl)-1λ6,2,5-thiadiazolidine-1,1,3-trione